4-Bromo-3-ethyl-1H-pyrrolo[2,3-b]pyridine BrC1=C2C(=NC=C1)NC=C2CC